BrCC[C@@H](C(=O)OC)NC(=O)OC(C)(C)C methyl (2S)-4-bromo-2-(tert-butoxycarbonylamino)butanoate